C(C=C)(=O)N1CC(CC1)C=1C=C(N2C=NC=CC21)C2=CC=C(C(=O)NC1=NC=CC(=C1)Cl)C=C2 4-(5-(1-propenoylpyrrolidin-3-yl)pyrrolo[1,2-c]pyrimidin-7-yl)-N-(4-chloropyridin-2-yl)benzamide